4-[6-[3-(3,4-difluorophenyl)-1H-pyrazol-4-yl]-1,5-naphthyridin-3-yl]cyclohex-3-en-1-amine FC=1C=C(C=CC1F)C1=NNC=C1C=1N=C2C=C(C=NC2=CC1)C1=CCC(CC1)N